3,4-dihydro-2H-1λ2-quinolin-2-one [N]1C(CCC2=CC=CC=C12)=O